Cl.N[C@@H]1CN(CCC1)C1=C(C=NC(=C1)NC1=NC(=NC=C1)C1=C(C=CC=C1OC)F)C1=CC=C(C=C1)NC(C)=O (S)-N-(4-(4-(3-aminopiperidin-1-yl)-6-((2-(2-fluoro-6-methoxyphenyl)pyrimidin-4-yl)amino)pyridin-3-yl)phenyl)acetamide hydrochloride